(2R,5R,6S)-4-benzyl-5-(hydroxymethyl-d2)-2,6-dimethylmorpholin-3-one C(C1=CC=CC=C1)N1C([C@H](O[C@H]([C@H]1C([2H])([2H])O)C)C)=O